BrC=1C=CC2=C(C3=C(S2)C=CC=C3C3=NC(=NC(=N3)C3=CC=CC=C3)C3=CC=CC=C3)C1 2-(8-bromo-dibenzothiophen-1-yl)-4,6-diphenyl-[1,3,5]triazine